The molecule is dextroamphetamine in which the the hydrogens attached to the amino group are substituted by a methyl and a benzyl group. A sympathomimetic agent with properties similar to dextroamphetamine, it is used as its hydrochloride salt in the treatment of obesity. It has a role as a sympathomimetic agent, a dopamine uptake inhibitor, an appetite depressant and an adrenergic uptake inhibitor. It is a tertiary amine and a member of amphetamines. C[C@@H](CC1=CC=CC=C1)N(C)CC2=CC=CC=C2